5-Bromo-2-ethoxy-3-fluoroaniline BrC=1C=C(C(=C(N)C1)OCC)F